4-(8-hydroxyquinolin-6-yl)-N-(1-methylazetidin-3-yl)benzamide OC=1C=C(C=C2C=CC=NC12)C1=CC=C(C(=O)NC2CN(C2)C)C=C1